C1(=CC=CC=C1)N(C(O)=O)C1=CC(=C(C=C1)C)O.CCCCCCCCC(CCCCCCCC)CCCCCCCC(CCCCCCCCCCCCCCC(C)C)=O 1-(heptadec-9-yl)15-(8-methylnonyl)8-oxopentadecane phenyl-(3-hydroxy-4-methylphenyl)carbamate